3-(difluoromethoxy)-4-(2-fluoro-5-methyl-4-methylsulfonyl-phenyl)-5-methylsulfonyl-1H-indazole FC(OC1=NNC2=CC=C(C(=C12)C1=C(C=C(C(=C1)C)S(=O)(=O)C)F)S(=O)(=O)C)F